Cl.COC(C(C(CP(=O)(C1=CC=C(C=C1)C)C1=CC=C(C=C1)C)N)C)=O 3-amino-4-(di-p-tolylphosphoryl)-2-methylbutanoic acid methyl ester hydrochloride